2-((2-methoxypyrimidin-4-yl)methyl)-2,8-diazaspiro[4.5]decan-3-one hydrochloride Cl.COC1=NC=CC(=N1)CN1CC2(CC1=O)CCNCC2